Cl.NC1CN(CC1)C1=C2C(=NC3=CC=C(C=C13)C1=CC(=NC=C1)NC(=O)C1CCCC1)CCCCC2 N-(4-(11-(3-Aminopyrrolidin-1-yl)-7,8,9,10-tetrahydro-6H-cyclohepta[b]quinolin-2-yl)pyridin-2-yl)cyclopentanecarboxamide hydrochloride